3-[(E)-2-[3-methoxy-4-(trifluoromethyl)phenyl]vinyl]azetidine hydrochloride Cl.COC=1C=C(C=CC1C(F)(F)F)/C=C/C1CNC1